BrC1=CC=C(C=C1)[C@@H]1CC2=C(C=CO2)[C@@H]([C@H]1C(=O)OC)C(=O)OC |r| rac-dimethyl (4R,5S,6R)-6-(4-bromophenyl)-4,5,6,7-tetrahydrobenzofuran-4,5-dicarboxylate